[Pb].C1(\C=C/C(=O)O1)=O maleic anhydride lead